N-(amino(1-isopropyl-1H-pyrazol-3-yl)(oxo)-λ6-sulfaneylidene)-2-(4,6-diisopropyl-1,3-dihydroisobenzofuran-5-yl)acetamide NS(=NC(CC=1C(=C2COCC2=CC1C(C)C)C(C)C)=O)(=O)C1=NN(C=C1)C(C)C